C(C)(C)(C)OC(=O)N[C@H](C(=O)O)CCSC (2S)-2-(tert-butoxycarbonylamino)-4-methylsulfanyl-butanoic acid